N-(2-ethyl-6-methoxypyridin-3-yl)-2-((4-fluoro-2-isopropylphenyl)amino)-4-(trifluoromethyl)-benzamide C(C)C1=NC(=CC=C1NC(C1=C(C=C(C=C1)C(F)(F)F)NC1=C(C=C(C=C1)F)C(C)C)=O)OC